4-(4-aminopiperidin-1-yl)-3-(5-ethynyl-1H-1,3-benzodiazol-2-yl)-5-(3-fluoro-5-methylphenyl)pyridin-2-amine NC1CCN(CC1)C1=C(C(=NC=C1C1=CC(=CC(=C1)C)F)N)C1=NC2=C(N1)C=CC(=C2)C#C